lead iodine phenethylamine C(CC1=CC=CC=C1)N.[I].[Pb]